2-[1',1'-difluoro-1-oxo-6-(trifluoromethyl)spiro[3H-isoquinoline-4,2'-cyclopropane]-2-yl]-N-(3-cis-hydroxy-3-methylcyclobutyl)acetamide FC1(C2(C1)CN(C(C1=CC=C(C=C12)C(F)(F)F)=O)CC(=O)NC1(CC(C1)C)O)F